CN(N)C(=O)C1=C(OC2CN(C2)C(=O)OCCCC)C=CC=C1 butyl 3-(2-(1-methylhydrazine-1-carbonyl)phenoxy)azetidine-1-carboxylate